ClC=1C(=NC=C(C1F)C1=CC=C(C=C1)N1CCOCC1)N 3-Chloro-4-fluoro-5-(4-morpholinophenyl)pyridin-2-amine